methyl (S)-2-benzyl-7-methyl-3,7,8,9-tetrahydro-6H-imidazo[4,5-f]quinoline-6-carboxylate C(C1=CC=CC=C1)C=1NC=2C(=C3CC[C@@H](N(C3=CC2)C(=O)OC)C)N1